2,5-dichloro-cyanobenzene ClC1=C(C=C(C=C1)Cl)C#N